C(#N)C1=NC=C(C(=C1)C1=CC=2N(C=C1)N=C(C2)NC(=O)C2CC2)OC2CCC(CC2)O N-[5-[2-cyano-5-(4-hydroxycyclohexoxy)-4-pyridyl]pyrazolo[1,5-a]pyridin-2-yl]cyclopropanecarboxamide